C(C)N(CCN(CCN(CCN(C)CC)C)C)C N,N'''-diethyl-N,N',N'',N'''-tetramethyl(triethylenetetramine)